CC=1C=C(OC2C(C(C2(C)C)CC(=O)N)(C)C)C=CC1C#N (3-(3-methyl-4-cyanophenoxy)-2,2,4,4-tetramethylcyclobutyl)acetamide